2,5-bis(4-aminophenyl)pyrrole NC1=CC=C(C=C1)C=1NC(=CC1)C1=CC=C(C=C1)N